3-hydrazinocyclohexane N(N)C1CCCCC1